[Si](C)(C)(C(C)(C)C)OCC=1C=C(C=NC1)C1=CC(=C(C=C1Cl)NC(=O)N1[C@@H]2CC=3C(=NNC(C3)=O)[C@H]1CC2)F (6S,9R)-N-(4-(5-(((tert-butyldimethylsilyl)oxy)-methyl)pyridin-3-yl)-5-chloro-2-fluorophenyl)-3-oxo-3,5,6,7,8,9-hexahydro-2H-6,9-epiminocyclohepta[c]pyridazine-10-carboxamide